ethyl 5-(4-chlorophenyl)-2-(3,4-dichlorophenyl)-1-ethyl-4-oxo-pyridine-3-carboxylate ClC1=CC=C(C=C1)C=1C(C(=C(N(C1)CC)C1=CC(=C(C=C1)Cl)Cl)C(=O)OCC)=O